OC1(CCC1)COC1=CC=C(C=C1)SSC1=CC=C(OCC2(CCC2)O)C=C1 1-[4-({4-[(1-hydroxycyclobutyl)methoxy]phenyl}disulfanyl)phenoxymethyl]cyclobutan-1-ol